((6-(4-acetylpiperazin-1-yl)pyridin-3-yl)amino)-1-methyl-3-(2-methyl-5-(5-(2-(trifluoromethoxy)phenyl)-1H-imidazol-2-yl)phenyl)-3,4-dihydropyrimido[4,5-d]pyrimidin-2(1H)-one C(C)(=O)N1CCN(CC1)C1=CC=C(C=N1)NC1N(C(N(C2=NC=NC=C21)C)=O)C2=C(C=CC(=C2)C=2NC(=CN2)C2=C(C=CC=C2)OC(F)(F)F)C